ethyl 2-[1'-(1-acetylpiperidine-4-carbonyl)-5'-fluoro-[4,6'-biindazol]-1-yl]acetate C(C)(=O)N1CCC(CC1)C(=O)N1N=CC2=CC(=C(C=C12)C=1C=2C=NN(C2C=CC1)CC(=O)OCC)F